N1=C(C=CC=C1)C(C)NC(=O)N1CC2(CN(C3=CC=CC=C3C2)C2=CC=C(C=C2)C(F)(F)F)CC1 N-(1-(pyridin-2-yl)ethyl)-1'-(4-(trifluoromethyl)phenyl)-1',4'-dihydro-2'H-spiro[pyrrolidine-3,3'-quinoline]-1-carboxamide